C1(CCCCC(=O)OCCCCO1)=O 5-butylene adipate